C(C)(C)(C)OC=1C2=C(N=C(N1)S(=O)(=O)CC)C(=C(N=C2)C2=CC(=CC1=CC=C(C(=C21)C#C[Si](C(C)C)(C(C)C)C(C)C)F)OCOC)F 4-(tert-butoxy)-2-(ethylsulfonyl)-8-fluoro-7-(7-fluoro-3-(methoxymethoxy)-8-((triisopropylsilyl)ethynyl)naphthalen-1-yl)pyrido[4,3-d]pyrimidine